2-(1-((R)-2-hydroxypropyl)-1H-pyrazol-4-yl)-1-p-toluenesulfonyl-1H-pyrrole O[C@@H](CN1N=CC(=C1)C=1N(C=CC1)S(=O)(=O)C1=CC=C(C)C=C1)C